N-(2-(5-(6-Ethoxy-1H-pyrazolo[3',4':3,4]pyrazolo[1,5-a]pyridin-4-yl)pyridine-2-yl)-2,8-diazaspiro[4.5]decan-8-yl)2-chloro-6-fluorobenzamide C(C)OC=1C=C(C=2N(C1)N=C1C2C=NN1)C=1C=CC(=NC1)N1CC2(CC1)CCN(CC2)NC(C2=C(C=CC=C2F)Cl)=O